[1-[(4-methoxyphenyl)methyl]-5-[[(1R)-1-phenylethyl]carbamoyl]pyrazol-3-yl]-6-(4-methylpiperazin-1-yl)pyridine-3-carboxamide COC1=CC=C(C=C1)CN1N=C(C=C1C(N[C@H](C)C1=CC=CC=C1)=O)C1=NC(=CC=C1C(=O)N)N1CCN(CC1)C